N1CCC(CC1)OC=1C=C(C=CC1)S(=O)(=O)N1CCC(CC1)NC(OC(C)(C)C)=O tert-butyl (1-((3-(piperidin-4-yloxy)phenyl)-sulfonyl)piperidin-4-yl)carbamate